N-((2-(4-(aminomethyl)phenyl)thiazol-5-yl)methyl)-11-oxo-10,11-dihydrodibenzo[b,f][1,4]thiazepine-8-carboxamide 5,5-dioxide hydrochloride Cl.NCC1=CC=C(C=C1)C=1SC(=CN1)CNC(=O)C1=CC2=C(S(C3=C(C(N2)=O)C=CC=C3)(=O)=O)C=C1